4-isopropyl-2-(4-(trifluoromethyl)phenyl)thiazole-5-carboxylic acid methyl ester COC(=O)C1=C(N=C(S1)C1=CC=C(C=C1)C(F)(F)F)C(C)C